8-(4-(4-(3-((2-(2,6-dioxopiperidin-3-yl)-1-oxoisoindolin-4-yl)amino)propyl)piperazin-1-yl)piperidin-1-yl)-9-ethyl-6,6-dimethyl-11-oxo-6,11-dihydro-5H-benzo[b]carbazole-3-carbonitrile O=C1NC(CCC1N1C(C2=CC=CC(=C2C1)NCCCN1CCN(CC1)C1CCN(CC1)C=1C(=CC2=C(C(C=3NC4=CC(=CC=C4C3C2=O)C#N)(C)C)C1)CC)=O)=O